FC(C=1C(=C(C=CC1)[C@@H](C)NC=1C=2C(N=C(N1)C)=C(C(N(C2)C2(CC2)CF)=O)C2(CCNCC2)O)F)F (R)-4-((1-(3-(Difluoromethyl)-2-fluorophenyl)ethyl)amino)-6-(1-(fluoromethyl)cyclopropyl)-8-(4-Hydroxypiperidin-4-yl)-2-methylpyrido[4,3-d]pyrimidin-7(6H)-one